Acetamidoethyl-2-(3-cyanobenzyloxy)-4-(2-bromo-3-phenylbenzyloxy)-5-chlorobenzylamine C(C)(=O)NCCNCC1=C(C=C(C(=C1)Cl)OCC1=C(C(=CC=C1)C1=CC=CC=C1)Br)OCC1=CC(=CC=C1)C#N